Methyl-2,4-dichloro-7,7-difluoro-6,7-dihydro-5H-cyclopenta[d]pyrimidine CC1CC(C=2N=C(N=C(C21)Cl)Cl)(F)F